3-methylbenzyl (1-(2-cyanopyrimidin-4-yl)cyclopentyl)carbamate C(#N)C1=NC=CC(=N1)C1(CCCC1)NC(OCC1=CC(=CC=C1)C)=O